6-bromo-2-(4-carboxy-3',4'-difluoro[1,1'-biphenyl]-3-yl)-1,3-dioxo-2,3-dihydro-1H-isoindole-5-carboxylic acid BrC1=C(C=C2C(N(C(C2=C1)=O)C=1C=C(C=CC1C(=O)O)C1=CC(=C(C=C1)F)F)=O)C(=O)O